C(C)(C)(C)OC1=NC(=NC2=C(C(=C(C=C12)F)C1=CC(=CC2=CC=CC(=C12)Cl)OCOC)F)OC[C@]1(C(C1)(F)F)CO ((1R)-1-(((4-(tert-butoxy)-7-(8-chloro-3-(methoxymethoxy)naphthalen-1-yl)-6,8-difluoroquinazolin-2-yl)oxy)methyl)-2,2-difluorocyclopropyl)methanol